BrC=1C=C(C(=NC1OC([2H])([2H])[2H])C(=O)N1[C@H](CN(CC1)C(=O)OC(C)(C)C)CO)F tert-butyl (3R)-4-{5-bromo-3-fluoro-6-[(2H3)methyloxy]pyridine-2-carbonyl}-3-(hydroxymethyl)piperazine-1-carboxylate